N12N=NC=C1OS2(=O)=O triazolsultone